BrC=1C=CC(=C2C(CN(CC12)S(=O)(=O)C1=CC=C(C=C1)C)=O)C 8-bromo-5-methyl-2-(p-tolylsulfonyl)-1,3-dihydroisoquinolin-4-one